FC=1C=C(C2=C(OCCO2)C1)NC1=NC=2N(C(=C1)NC([2H])([2H])[2H])N=CC2C(=O)N 5-((7-fluoro-2,3-dihydrobenzo[b][1,4]dioxin-5-yl)amino)-7-((methyl-d3)amino)pyrazolo[1,5-a]pyrimidine-3-carboxamide